ClC1=C(C=C(C=C1)C1O[C@@H](CCC1)C)CC1=CC=C(C=C1)OCC (3R,4S,5S,6R)-2-(4-chloro-3-(4-ethoxybenzyl)phenyl)-6-methyltetrahydro-2H-pyran